NC1=C(C=C(C=C1)C1=CC(=C(C=C1)F)CC1=NNC(C2=CC=CC=C12)=O)[N+](=O)[O-] 4-((4'-Amino-4-fluoro-3'-nitro-[1,1'-biphenyl]-3-yl)methyl)phthalazin-1(2H)-one